C1(=CC=CC2=CC=CC=C12)C1=C2C=CC=CC2=C(C2=CC=CC=C12)B(O)O 10-(naphthalen-1-yl)-9-anthraceneboronic acid